(2S,4S)-2-ethyl-4-hydroxypyrrolidine-1-carboxylic acid tert-butyl ester C(C)(C)(C)OC(=O)N1[C@H](C[C@@H](C1)O)CC